(5r,8r)-4-(benzyloxy)-8-(2-(2-bromoethoxy)ethoxy)-3-mesityl-1-oxaspiro[4.5]dec-3-en-2-one C(C1=CC=CC=C1)OC1=C(C(OC12CCC(CC2)OCCOCCBr)=O)C2=C(C=C(C=C2C)C)C